2,5-dioxopyrrolidin-1-yl 2-(4-cyclopropylphenyl)acetate C1(CC1)C1=CC=C(C=C1)CC(=O)ON1C(CCC1=O)=O